FC(C=1C=CC(=NC1)CN[C@H]1[C@@H](CC2=CC=CC=C12)O)(F)F (1R,2R)-1-(((5-(trifluoromethyl)pyridin-2-yl)methyl)amino)-2,3-dihydro-1H-inden-2-ol